FC1(C[C@@H]2C[C@H](N(C[C@@H]2CC1)C(=O)OCC1=CC=CC=C1)C(=O)OCC)CCC1=NN=NN1 2-benzyl 3-ethyl (3S,4aS,8aR)-6-fluoro-6-[2-(1H-1,2,3,4-tetrazol-5-yl)ethyl]-decahydroisoquinoline-2,3-dicarboxylate